(4aR,8aS)-6-[3-(4-Cyclobutylphenyl)azetidine-1-carbonyl]-4,4a,5,7,8,8a-hexahydropyrido[4,3-b][1,4]oxazin-3-one C1(CCC1)C1=CC=C(C=C1)C1CN(C1)C(=O)N1C[C@@H]2[C@@H](OCC(N2)=O)CC1